3-amino-2-(((phenylmethyloxy)carbonyl)amino)propanoic acid (S)-tert-butyl ester C(C)(C)(C)OC(C(CN)NC(=O)OCC1=CC=CC=C1)=O